N1CC(CCC1)N1N=CC=C1C(=O)N 1-(piperidin-3-yl)-1H-pyrazole-5-carboxamide